tert-hexylperoxytert-butyl monocarbonate C(OC(COOC(C)(C)CCC)(C)C)([O-])=O